Tri-n-Pentylbenzylammonium C(CCCC)[N+](CC1=CC=CC=C1)(CCCCC)CCCCC